COC1=CC=CC(=C1)N1CCC(CC1)CN1CCNCC1 2-methoxy-4-(4-(piperazin-1-ylmethyl)piperidin-1-yl)benzene